4-(4-acryloyl-2-methylpiperazin-1-yl)-7-(5-chloro-2-fluoro-phenyl)-6-cyclopropyl-1-(2-isopropyl-4-methylpyridin-3-yl)pyrido[2,3-d]pyrimidin-2(1H)-one C(C=C)(=O)N1CC(N(CC1)C=1C2=C(N(C(N1)=O)C=1C(=NC=CC1C)C(C)C)N=C(C(=C2)C2CC2)C2=C(C=CC(=C2)Cl)F)C